O[C@@H]1[C@@H](CCC1)N(C1=C(C(OC(=C1)C(=O)NC=1SC(=NN1)N1N=CC=C1C)=O)OC)C 4-(((cis)-2-hydroxycyclopentyl)(methyl)amino)-3-methoxy-N-(5-(5-methyl-1H-pyrazol-1-yl)-1,3,4-thiadiazol-2-yl)-2-oxo-2H-pyran-6-carboxamide